1-(6-(4-hydroxypiperidin-1-yl)pyridin-3-yl)-3-(6-(4-isopropyl-4H-1,2,4-triazol-3-yl)pyridin-2-yl)imidazolidin-2-one OC1CCN(CC1)C1=CC=C(C=N1)N1C(N(CC1)C1=NC(=CC=C1)C1=NN=CN1C(C)C)=O